(E)-N-(2-amino-4-fluorophenyl)-3-(1-((4-methoxyphenylethyl)amino)-2,3-dihydro-1H-inden-5-yl)acrylamide NC1=C(C=CC(=C1)F)NC(\C=C\C=1C=C2CCC(C2=CC1)NCCC1=CC=C(C=C1)OC)=O